1,1'-(piperazine-1,4-diyl)bis(prop-2-en-1-one) N1(CCN(CC1)C(C=C)=O)C(C=C)=O